N1(N=CC=C1)C1=CC=C(C=C1)C1CCC2(CN(C2)C(=O)C2CC(C2)(C)O)CC1 7-(4-(1H-Pyrazol-1-yl)phenyl)-2-azaspiro[3.5]nonan-2-yl((1s,3s)-3-hydroxy-3-methylcyclobutyl)methanone